C1(CC1)C(CC)N1C[C@@H](N(C[C@H]1C)C=1C2=C(N(C(N1)=O)C)C=CC(=N2)C#N)C 4-((2S,5R)-4-(1-cyclopropylpropyl)-2,5-dimethylpiperazin-1-yl)-1-methyl-2-oxo-1,2-dihydropyrido[3,2-d]Pyrimidine-6-carbonitrile